2-((5-(5-(difluoromethyl)-1,3,4-oxadiazole-2-yl)pyridine-2-yl)methyl)-7-(1-ethylpiperidine-4-yl)-4,4-dimethylisoquinoline-1,3(2H,4H)-dione FC(C1=NN=C(O1)C=1C=CC(=NC1)CN1C(C2=CC(=CC=C2C(C1=O)(C)C)C1CCN(CC1)CC)=O)F